Trans-4-[(4-(hydroxymethyl)-6-[(5-methyl-1H-pyrazol-3-yl)amino]pyrimidin-2-yl)amino]adamantan-1-ol OCC1=NC(=NC(=C1)NC1=NNC(=C1)C)NC1C2CC3(CC(CC1C3)C2)O